2-((1r,4r)-4-(2-((((R)-Methyl(oxo)(phenyl)-λ6-sulfanylidene)amino)methyl)imidazo[4,5-d]pyrrolo[2,3-b]pyridin-1(6H)-yl)cyclohexyl)acetonitrile C[S@](C1=CC=CC=C1)(=O)=NCC1=NC=2C(=C3C(=NC2)NC=C3)N1C1CCC(CC1)CC#N